6-((2,2-difluoro-1-hydroxy-7-(trifluoromethylsulfanyl)-2,3-dihydro-1H-inden-4-yl)oxy)pyridinecarbonitrile FC1(C(C2=C(C=CC(=C2C1)OC1=CC=CC(=N1)C#N)SC(F)(F)F)O)F